C(C)OC1=CC=C(C=C1)C1=C(N=CC(=N1)C(=O)NOCC1=C(C=CC(=C1)OC)F)O 6-(4-ethoxyphenyl)-N-((2-fluoro-5-methoxybenzyl)oxy)-5-hydroxypyrazine-2-carboxamide